4,4,5,5-tetramethyl-2-[2-methyl-4-(2,2,2-trifluoro-1,1-dimethyl-ethyl)phenyl]-1,3,2-dioxaborolane CC1(OB(OC1(C)C)C1=C(C=C(C=C1)C(C(F)(F)F)(C)C)C)C